(((4,5,6,7-tetrahydropyrazolo[1,5-a]pyrimidin-6-yl)amino)methyl)benzamide N1=CC=C2N1CC(CN2)NCC2=C(C(=O)N)C=CC=C2